COCC1=CC=C(C=C1)C=1C=C2CC(C(C2=CC1)NC(O[C@@H]1CN2CCC1CC2)=O)(C)C (S)-quinuclidin-3-yl (5-(4-(methoxymethyl)phenyl)-2,2-dimethyl-2,3-dihydro-1H-inden-1-yl)carbamate